2-Methyl-N-(1-(2-methyl-7-(1-methyl-1H-pyrazol-4-yl)quinolin-5-yl)cyclopropyl)-5-(8-methyl-3,8-diazabicyclo[3.2.1]octan-3-yl)benzamide CC1=C(C(=O)NC2(CC2)C2=C3C=CC(=NC3=CC(=C2)C=2C=NN(C2)C)C)C=C(C=C1)N1CC2CCC(C1)N2C